BrC=1C(=C(C(=CC1)C1CCC(CC1)CCCCC)O)F 3-bromo-2-fluoro-6-(4'-pentylcyclohexyl)phenol